CCOC(=O)C(CC1=CC=C(C=C1)O)NC(=O)C2=CC=CC=C2 N-Benzoyl-L-Tyrosine Ethyl Ester